C1N(CCC2=CC=CC=C12)C(C(=O)NC1=CC(=C(C=C1)OC1=CC=NC2=CC(=C(C=C12)OC)OCC1CCN(CC1)C)F)=O 2-(3,4-Dihydro-1H-isoquinolin-2-yl)-N-{3-fluoro-4-[6-methoxy-7-(1-methyl-piperidin-4-ylmethoxy)-quinolin-4-yloxy]-phenyl}-2-oxo-acetamide